(5-(1-(1-methylpiperidin-4-yl)-6-tosyl-1,6-dihydroimidazo[4,5-d]pyrrolo[2,3-b]pyridin-2-yl)furan-2-yl)methanol CN1CCC(CC1)N1C(=NC=2C1=C1C(=NC2)N(C=C1)S(=O)(=O)C1=CC=C(C)C=C1)C1=CC=C(O1)CO